C[C@H]1CC[C@@H](NC1)C=1C=CC2=C(N=C(S2)C=2CCN(CC2)C(=O)OC(C)(C)C)C1 tert-butyl 4-[5-[(2R,5S)-5-methyl-2-piperidyl]-1,3-benzothiazol-2-yl]-3,6-dihydro-2H-pyridine-1-carboxylate